O1C2=C(OC[C@H]1CC)C=CC=C2 |r| rac-2-(2,3-Dihydrobenzo[b][1,4]dioxin-2-yl)ethan